1-dodecanoyl-2-(8Z,11Z,14Z-eicosatrienoyl)-glycero-3-phosphocholine CCCCCCCCCCCC(=O)OC[C@H](COP(=O)([O-])OCC[N+](C)(C)C)OC(=O)CCCCCC/C=C\C/C=C\C/C=C\CCCCC